C(C)(C)(C)OC(=O)N1[C@H](C[C@@H](C1)OC(F)F)C(=O)O (2R,4S)-1-(tert-butoxycarbonyl)-4-(difluoromethoxy)pyrrolidine-2-carboxylic acid